1-butyl-3,4-dimethylpyridine C(CCC)N1CC(=C(C=C1)C)C